NCCNC1=CC=C(C=C1)S(=O)(=O)NC=1C=CC(=C2C(=CNC12)C#N)C 4-[(2-aminoethyl)amino]-N-(3-cyano-4-methyl-1H-indol-7-yl)benzene-1-sulfonamide